C(C)(C)(C)OC(=O)NC1CCC(CC1)C=1N=C(C2=C(N1)N(C=C2)C(=O)O)N(C)[C@H]2CN(CC[C@H]2C)C(CC#N)=O [4-(tert-Butoxycarbonylamino)cyclohexyl]-4-[[(3R,4R)-1-(2-cyanoacetyl)-4-methyl-3-piperidinyl]-methyl-amino]Pyrrolo[2,3-d]Pyrimidine-7-carboxylic acid